[Li].[Al].[La].CN1C(N(C=2N=CN(C2C1=O)[C@H](C(=O)NC=1SC(=C(N1)C=1C=NC(=NC1)N1C[C@H](CC1)OC)C)C)C)=O (S)-2-(1,3-dimethyl-2,6-dioxo-1,2,3,6-tetrahydro-7H-purin-7-yl)-N-(4-(2-((S)-3-methoxypyrrolidin-1-yl)pyrimidin-5-yl)-5-methylthiazol-2-yl)propionamide Lanthanum aluminum lithium